NC1=NC=CC=C1[C@H](NC(=O)[C@H]1N(C[C@@H](C1)F)C(CNC(N(C)C)=O)=O)C1=CC(=C(C=C1)C(C)C)C |o1:7| (2S,4R)-N-[(R) or (S)-(2-aminopyridin-3-yl)[3-methyl-4-(propan-2-yl)phenyl]methyl]-1-{2-[(dimethylcarbamoyl)amino]acetyl}-4-fluoropyrrolidine-2-carboxamide